C(C([2H])([2H])[2H])(=O)N1[C@@H](CN(C[C@H]1C)C(=O)OC(C)(C)C)C1=CC(=NC(=C1)Cl)Br tertbutyl (3R,5R)-4-(acetyl-d3)-3-(2-bromo-6-chloropyridin-4-yl)-5-methylpiperazine-1-carboxylate